(E)-N'-(2,3-dihydroxybenzylidene)-4-hydroxy-3-methylbenzofuran-2-carbohydrazide OC1=C(\C=N\NC(=O)C=2OC3=C(C2C)C(=CC=C3)O)C=CC=C1O